BrC1=CC=2C3=C(C=NC2C=C1)N=NN3C(C)C 8-bromo-1-isopropyl-1H-[1,2,3]triazolo[4,5-c]quinoline